4,4'-thiobis(2,6-dimethylbenzene) S(C1=CC(=CC(=C1)C)C)C1=CC(=CC(=C1)C)C